5,7-difluoro-1H-benzo[d]imidazol-2(3H)-one FC1=CC2=C(NC(N2)=O)C(=C1)F